BrC=1C(=NC(=NC1)C)NC=1C(=[N+](C=CC1C)[O-])C 3-((5-bromo-2-methylpyrimidin-4-yl)amino)-2,4-dimethylpyridine 1-oxide